(S)-4-((2-(4-fluorophenoxy)ethyl)(4-(5,6,7,8-tetrahydro-1,8-naphthyridin-2-yl)butyl)amino)-2-((5-(trifluoromethyl)pyrimidin-2-yl)amino)butanoic acid FC1=CC=C(OCCN(CC[C@@H](C(=O)O)NC2=NC=C(C=N2)C(F)(F)F)CCCCC2=NC=3NCCCC3C=C2)C=C1